5'-methyl-5',6'-dihydro-4'H-spiro[cyclopentane-1,7'-thieno[3,2-c]pyridin]-4'-one CN1C(C2=C(C3(C1)CCCC3)SC=C2)=O